tert-Butyl (3R)-3-[4-(4-[3-cyano-4-methoxypyrazolo[1,5-a]pyridin-6-yl]-5-methylpyrazol-1-yl)piperidin-1-yl]pyrrolidine-1-carboxylate C(#N)C=1C=NN2C1C(=CC(=C2)C=2C=NN(C2C)C2CCN(CC2)[C@H]2CN(CC2)C(=O)OC(C)(C)C)OC